5-(2-aminoethoxy)-N-methyl-N-(3-phenylpropyl)-2,3-dihydro-1H-inden-1-amine NCCOC=1C=C2CCC(C2=CC1)N(CCCC1=CC=CC=C1)C